[1-(trifluoromethyl)cyclobutyl]methanol FC(C1(CCC1)CO)(F)F